4-chloro-N-{1-[5-(cyclopropanecarbonyl)-5,6,7,8-tetrahydro-1,5-naphthyridin-2-yl]ethyl}benzamide ClC1=CC=C(C(=O)NC(C)C2=NC=3CCCN(C3C=C2)C(=O)C2CC2)C=C1